N-methyl-mercaptoacetamide CNC(CS)=O